CC1=NN(C(=C1)C)C1CCC(CC1)CN [4-(3,5-dimethyl-1H-pyrazol-1-yl)cyclohexyl]methylamine